C1(=CC=CC=C1)C1=C(C(C1C(=O)O)C1=CC=CC=C1)C(=O)O 2,4-diphenylcyclobutene-1,3-dicarboxylic acid